CC1=C(C2=C(N=CN=C2NC2(CC2)C)O1)C(=O)NC1=CC=C(C=C1)C(C)C 6-methyl-4-[(1-methylcyclopropyl)amino]-N-[4-(propan-2-yl)phenyl]furo[2,3-d]pyrimidine-5-carboxamide